(S)-2-((((1-(tert-butoxycarbonyl)piperidin-4-yl)oxy)carbonyl)amino)-3-cyclohexylpropanoic acid C(C)(C)(C)OC(=O)N1CCC(CC1)OC(=O)N[C@H](C(=O)O)CC1CCCCC1